FC1([C@@H]([C@@H](N(C1)C(=O)C1(CCC1)O)CC1=C(C(=CC=C1)C=1OC=C(N1)C)F)NS(N(C)C)(=O)=O)F N'-[(2S,3R)-4,4-difluoro-2-{[2-fluoro-3-(4-methyl-1,3-oxazol-2-yl)phenyl]methyl}-1-(1-hydroxycyclobutane-1-carbonyl)pyrrolidin-3-yl]-N,N-dimethylsulfuric diamide